ClC1=CC=C2C=CC(=CC2=C1)OCC(=O)NS(=O)(=O)C1=C(C=C(C=C1)C)C 2-((7-Chloronaphthalen-2-yl)oxy)-N-((2,4-dimethylphenyl)sulfonyl)acetamide